ClC1=NC=CC(=C1Cl)SC=1N=CC(=NC1C)N1CCC2(CCC[C@H]2NC(OC(C)(C)C)=O)CC1 (R)-tert-butyl (8-(5-((2,3-dichloropyridin-4-yl)thio)-6-methylpyrazin-2-yl)-8-azaspiro[4.5]decan-1-yl)carbamate